C(C1=CC=CC=C1)N1[C@H]2CC[C@@](C1)(C2)NC(OC(C)(C)C)=O Tert-butyl ((1S,4S)-2-benzyl-2-azabicyclo[2.2.1]heptan-4-yl)carbamate